NC(C([C@H](C[C@H]1C(N[C@@H](C1)C)=O)NC(=O)C1=C(C=CC(=C1)Cl)NC(=O)C1=CC(=NC=C1)C(F)(F)F)=O)=O N-[2-[[(1S)-3-amino-1-[[(3S,5R)-5-methyl-2-oxo-pyrrolidin-3-yl]methyl]-2,3-dioxo-propyl]carbamoyl]-4-chloro-phenyl]-2-(trifluoromethyl)pyridine-4-carboxamide